3-{[(5-aminopyrazin-2-yl)methyl]amino}-N-[(1S,2S)-2-hydroxycyclohexyl]-4-methylbenzamide NC=1N=CC(=NC1)CNC=1C=C(C(=O)N[C@@H]2[C@H](CCCC2)O)C=CC1C